N-[5-(2,2-difluoroethoxy)-4,6-dimethoxy-pyrimidin-2-yl]-5-thiazol-2-yl-1H-pyrrole-3-sulfonamide FC(COC=1C(=NC(=NC1OC)NS(=O)(=O)C1=CNC(=C1)C=1SC=CN1)OC)F